1-[2-fluoro-5-[2-(2-hydroxyethoxy)-6-(morpholin-4-yl)pyridin-4-yl]-4-methylphenyl]-3-(2,2,3,3,3-pentafluoropropyl)urea FC1=C(C=C(C(=C1)C)C1=CC(=NC(=C1)N1CCOCC1)OCCO)NC(=O)NCC(C(F)(F)F)(F)F